ClC1=C2C(=NC=3C=C(C(=CC13)OC)OC(CCN1CCCC1)C)CCC2 1-[3-({9-chloro-7-methoxy-1H,2H,3H-cyclopenta[b]quinolin-6-yl}oxy)butyl]pyrrolidine